Hydroxycoumarin Carbonate C(O)(O)=O.OC=1C(OC2=CC=CC=C2C1)=O